C(C1=CC=CC=C1)OC1=C2C(=C(N(C2=CC=C1)C1=CC=C(C=C1)F)C(=O)N1CCCC1)I [4-benzyloxy-1-(4-fluorophenyl)-3-iodo-indol-2-yl]-pyrrolidin-1-yl-methanone